N-[3-(R or S)-[cyclopropyl(5,6,7,8,9,10-hexahydro-(R or S)-10-cyclopropylmethyl-4-hydroxy-2-oxo-2H-cycloocta[b]pyran-3-yl)methyl]phenyl]-1-methyl-1H-imidazole-4-sulfonamide C1(CC1)[C@H](C=1C=C(C=CC1)NS(=O)(=O)C=1N=CN(C1)C)C1=C(C2=C(OC1=O)[C@H](CCCCC2)CC2CC2)O |o1:3,27|